ClC1=C(C=CC(=C1)C1=NN(C2=C1C=NC=1C=CC(=CC21)OC)C2=CC(=C(C=C2)C)C)N2CCNCC2 1-{2-chloro-4-[1-(3,4-dimethylphenyl)-8-methoxy-1H-pyrazolo[4,3-c]quinolin-3-yl]phenyl}piperazine